C1(CC1)OC=1C=C(C=CC1)C1=CC=NN1 5-(3-cyclopropoxyphenyl)-1H-pyrazol